BrC1=CC(=CC=2OC(OC21)=S)Cl 4-BROMO-6-CHLORO-1,3-BENZODIOXOLE-2-THIONE